CC1NCCC1 2-methylpyrrolidine